C(C)N MonoEthyl-Amine